6-(Cyclopropylmethoxy)-N-[(2S)-1-(3-fluoropropoxy)propan-2-yl]-5-(3-methoxyazetidin-1-yl)pyridine-2-carboxamide C1(CC1)COC1=C(C=CC(=N1)C(=O)N[C@H](COCCCF)C)N1CC(C1)OC